C1(CCCCC1)C=1C=C(OC1C(=O)[O-])C(=O)[O-] 4-cyclohexyl-2,5-furandicarboxylate